NC=1C(N(C(=NN1)SC)C)=O 6-amino-4-methyl-3-methylsulfanyl-1,2,4-triazin-5-one